ClC1=NC(=CC(=N1)C1=CC=CC=C1)C1=CC=CC=C1 2-chloro-4,6-diphenyl-1,3-diazine